Ethyl 2-(3-hydroxy-1-phenyl-3-(trifluoromethyl)-3H-pyrrolo[1,2-a]indol-9-yl)acetate OC1(C=C(C=2N1C=1C=CC=CC1C2CC(=O)OCC)C2=CC=CC=C2)C(F)(F)F